CC=1C(=C(C=C(C1)C(F)(F)F)O)C=1C=CC=2C(N1)=NN(C2)[C@@H]2COCCC2 3-methyl-2-[2-[(3s)-tetrahydropyran-3-yl]pyrazolo[3,4-b]pyridin-6-yl]-5-(trifluoromethyl)phenol